FC1=C(/C=C/C2=NC3=CC=CC=C3C=C2)C=C(C(=C1OC)C(C)C)OC (E)-2-(2-fluoro-4-isopropyl-3,5-dimethoxystyryl)quinoline